(1S,2R)-2-((S)-5-Bromo-8-((1-methyl-1H-benzo[d]imidazol-5-yl)methoxy)-1-((1-oxoisoindolin-2-yl)methyl)-1,2,3,4-tetrahydroisochinolin-2-carbonyl)cyclohexan BrC1=C2CCN([C@@H](C2=C(C=C1)OCC1=CC2=C(N(C=N2)C)C=C1)CN1C(C2=CC=CC=C2C1)=O)C(=O)C1CCCCC1